acrylic acid calcium salt [Ca+2].C(C=C)(=O)[O-].C(C=C)(=O)[O-]